C(C(C)(C)C)C(=C)C1=CC=CC=C1 α-neopentylstyrene